C1(=CC=CC=C1)C1(CC=NO1)C1=CC=CC=C1 4,5-dihydro-5,5-diphenyl-isoxazole